C(=C)[Si](O[Si](O[Si](C)(C)C=C)(C)C=C)(C)C 1,3,5-trivinyl-1,1,3,5,5-pentamethyl-trisiloxane